BrC=1C=C2C(=NC1Cl)COC2=O 3-Bromo-2-chlorofuro[3,4-b]pyridin-5(7H)-one